(2R,4S)-N-((S)-1-((4-carbamimidoylbenzyl)amino)-1-oxopropan-2-yl)-4-phenylpiperidine-2-carboxamide dihydrochloride Cl.Cl.C(N)(=N)C1=CC=C(CNC([C@H](C)NC(=O)[C@@H]2NCC[C@@H](C2)C2=CC=CC=C2)=O)C=C1